C1(CC1)NC(C1=CC(=C(C=C1)C)C=1C=NN(C1)C1=CN=C2N1C=CC(=C2)OCCOC)=O N-cyclopropyl-3-{1-[7-(2-methoxyethoxy)imidazo[1,2-a]pyridin-3-yl]-1H-pyrazol-4-yl}-4-methylbenzamide